(1R,2S,4R)-1,7,7-trimethylbicyclo[2.2.1]heptan-2-yl (E)-3-(3,4-dibenzyloxy-5-methoxy phenyl)acrylate C(C1=CC=CC=C1)OC=1C=C(C=C(C1OCC1=CC=CC=C1)OC)/C=C/C(=O)O[C@@H]1[C@@]2(CC[C@H](C1)C2(C)C)C